COC1=CC=C(C=C1)C1=NC=C(C=N1)CN(C(CC1=NC=CC=C1)C)C N-[[2-(4-methoxyphenyl)pyrimidin-5-yl]methyl]-N-methyl-1-pyridin-2-ylpropan-2-amine